(R)-3-(4-chlorophenyl)isoxazolidine ClC1=CC=C(C=C1)[C@@H]1NOCC1